(s)-6'-((1-Acryloyl-3-(2,3-dichloro-6-fluorophenyl)pyrrolidin-3-yl)amino)-4'-fluoro-1'-methylspiro[cyclopropane-1,3'-indolin]-2'-one C(C=C)(=O)N1C[C@](CC1)(C1=C(C(=CC=C1F)Cl)Cl)NC1=CC(=C2C3(C(N(C2=C1)C)=O)CC3)F